FC(C(=O)N1CC2=CC(=CC=C2CC1)NC1=NC=C2C(=N1)N(N=C2NC2=C(C=C(C=C2)C)F)C)(F)F 2,2,2-trifluoro-1-(7-((3-((2-fluoro-4-methylphenyl)amino)-1-methyl-1H-pyrazolo[3,4-d]pyrimidin-6-yl)amino)-3,4-dihydroisoquinolin-2(1H)-yl)ethan-1-one